1-(3-dimethylaminopropyl)-ethylcarbodiimide CN(CCCC(C)N=C=N)C